FC=1C=C(CC=2C=C(C=CC2)NNC(=O)OC(C)(C)C)C=C(C1)C(F)(F)F tert-Butyl 2-(3-(3-fluoro-5-(trifluoromethyl)benzyl)phenyl)hydrazine-1-carboxylate